6-chloro-indazole-3-carbonitrile ClC1=CC=C2C(=NNC2=C1)C#N